(2S,5R)-5-((5-(2,2-difluorocyclopropyl)-7-((2-(trimethylsilyl)ethoxy)methyl)-7H-pyrrolo[2,3-d]pyrimidin-4-yl)amino)-2-methylpiperidine-1-carboxylic acid benzyl ester C(C1=CC=CC=C1)OC(=O)N1[C@H](CC[C@H](C1)NC=1C2=C(N=CN1)N(C=C2C2C(C2)(F)F)COCC[Si](C)(C)C)C